C1=CC=CC=2C3=CC=CC=C3C(C12)COC(=O)N([C@H](C(=O)O)CC1=CC=C(C=C1)C(F)(F)F)C (2S)-2-[9H-fluoren-9-ylmethoxycarbonyl(methyl)amino]-3-[4-(trifluoromethyl)phenyl]propanoic acid